BrC=1C=C(C=C(C1)C#N)C#N 5-bromobenzene-1,3-dicarbonitrile